C(C)(C)(C)OC(CN1CC2=CC=C(C=C2CC1)Br)=O 2-(6-bromo-3,4-dihydroisoquinolin-2(1H)-yl)acetic acid tert-butyl ester